N-ethyl-3-aminopropyl-dimethoxysilane C(C)NCCC[SiH](OC)OC